5-(benzyloxy)-N-(2-hydroxy-2-methylpropyl)-2-methyl-1-benzothiophene-3-carboxamide C(C1=CC=CC=C1)OC=1C=CC2=C(C(=C(S2)C)C(=O)NCC(C)(C)O)C1